C(C)(C)(C)C1=CC=C(C=C1)NC1=CC=2C(C3=CC=CC=C3C2C=C1)(C)C (4-tert-butylphenyl)-(9,9-dimethyl-9H-fluoren-2-yl)amine